Cl.CNC1CC2=CC=C(C=C2C1)C1=CN=C2C(NC=NN21)=O 7-(2-(methylamino)-2,3-dihydro-1H-inden-5-yl)imidazo[2,1-f][1,2,4]triazin-4(3H)-one hydrochloride